C(C)(=O)NC=1SC(=C(N1)C)C1(C(C=CC=C1)NS(=O)(=O)N)Cl 2-(2-acetamido-4-methylthiazol-5-yl)-2-chlorophenyl-sulfamide